N-(2-((2r,5s)-4-(6-cyano-1-methyl-2-oxo-1,2-dihydropyrido[3,2-d]pyrimidin-4-yl)-2,5-diethylpiperazin-1-yl)-2-(4-(trifluoromethyl)phenyl)ethyl)acetamide C(#N)C=1C=CC=2N(C(N=C(C2N1)N1C[C@H](N(C[C@@H]1CC)C(CNC(C)=O)C1=CC=C(C=C1)C(F)(F)F)CC)=O)C